BrC=1C=C(OCC(=O)OC(C)(C)C)C=CC1 t-butyl (3-bromophenoxy)acetate